2-Chloro-4-((3R)-8-(5-(4-((4-(3-((2,6-dioxopiperidin-3-yl)amino)phenyl)piperazin-1-yl)methyl)piperidine-1-carbonyl)pyrazin-2-yl)-3-methyl-2,8-diazaspiro[4.5]decan-2-yl)benzonitrile ClC1=C(C#N)C=CC(=C1)N1CC2(C[C@H]1C)CCN(CC2)C2=NC=C(N=C2)C(=O)N2CCC(CC2)CN2CCN(CC2)C2=CC(=CC=C2)NC2C(NC(CC2)=O)=O